2-methyl-4,6-dipropylphenol CC1=C(C(=CC(=C1)CCC)CCC)O